4-(7-Chloro-1-methyl-2,3-dioxo-2,3-dihydropyrido[2,3-b]pyrazin-4(1H)-yl)-N-(4-Chlorobenzyl)piperidine-1-carboxamide ClC1=CC2=C(N(C(C(N2C)=O)=O)C2CCN(CC2)C(=O)NCC2=CC=C(C=C2)Cl)N=C1